tert-butyl (2r,4s)-2-((5-amino-8-(2,6-dimethylpyridin-4-yl)-3-oxo-7-phenyl-[1,2,4]triazolo[4,3-c]pyrimidin-2(3H)-yl) methyl)-4-fluoropyrrolidine-1-carboxylate NC1=NC(=C(C=2N1C(N(N2)C[C@@H]2N(C[C@H](C2)F)C(=O)OC(C)(C)C)=O)C2=CC(=NC(=C2)C)C)C2=CC=CC=C2